Tert-butyl (S)-5-amino-4-(4-((2-((1-(4-cyano-2-fluorophenyl)piperidin-4-yl)thio) pyrimidin-5-yl)methoxy)-1-oxoisoindolin-2-yl)-5-oxopentanoate NC([C@H](CCC(=O)OC(C)(C)C)N1C(C2=CC=CC(=C2C1)OCC=1C=NC(=NC1)SC1CCN(CC1)C1=C(C=C(C=C1)C#N)F)=O)=O